COC1=CC=C(CN2C(N(CCC2=O)C2=CN=CC3=CC(=CC=C23)N2CCC(CC2)N(C(OC(C)(C)C)=O)C)=O)C=C1 Tert-butyl (1-(4-(3-(4-methoxybenzyl)-2,4-dioxotetrahydropyrimidin-1(2H)-yl)isoquinolin-7-yl)piperidin-4-yl)(methyl)carbamate